C12C(CC(CC1)C2)O 2-bicyclo[2.2.1]Heptanol